rac-6-(2-((3aR,5s,6aS)-5-(2-fluorophenoxy)hexahydrocyclopenta[c]pyrrol-2(1H)-yl)-1-hydroxyethyl)pyridin-3-ol FC1=C(OC2C[C@@H]3[C@@H](CN(C3)CC(O)C3=CC=C(C=N3)O)C2)C=CC=C1